1-(4-benzyl-3-oxo-3,4-dihydro-2H-benzo[b][1,4]thiazin-7-yl)-3-(1H-indol-3-yl)urea C(C1=CC=CC=C1)N1C2=C(SCC1=O)C=C(C=C2)NC(=O)NC2=CNC1=CC=CC=C21